4-chloro-N-(4-chloro-2-fluorophenyl)-5-[(2-{[(2,4-dimethoxyphenyl)methyl]amino}-3-fluoropyridin-4-yl)methyl]pyridin-3-amine ClC1=C(C=NC=C1CC1=C(C(=NC=C1)NCC1=C(C=C(C=C1)OC)OC)F)NC1=C(C=C(C=C1)Cl)F